ClC1=C(C=2N(C=C1)C=NC2CNC(=O)C=2N=C1N(C2)C(CC1)C=1N=C2N(C=C(C=C2)C2CC2)C1)F N-((7-chloro-8-fluoroimidazo[1,5-a]pyridin-1-yl)methyl)-5-(6-cyclopropylimidazo[1,2-a]pyridin-2-yl)-6,7-dihydro-5H-pyrrolo[1,2-a]imidazole-2-carboxamide